5-bromo-3-iodopyridin-2-ol BrC=1C=C(C(=NC1)O)I